(2R,5R)-2,4,5-trimethylpiperazine C[C@H]1NC[C@H](N(C1)C)C